N-[(6-{[({3-fluorobicyclo[1.1.1]pentan-1-yl}methyl)amino]methyl}imidazo[1,2-a]pyridin-2-yl)methyl]-5-oxo-5H-[1,3]thiazolo[3,2-a]pyrimidine-7-carboxamide FC12CC(C1)(C2)CNCC=2C=CC=1N(C2)C=C(N1)CNC(=O)C=1N=C2N(C(C1)=O)C=CS2